N-(cyclopropylmethyl)-7-methoxy-6-[(1,2-oxazinan-6-yl)methoxy]-1H,2H,3H-cyclopenta[b]quinolin-9-amine C1(CC1)CNC1=C2C(=NC=3C=C(C(=CC13)OC)OCC1CCCNO1)CCC2